(3-ureidopropyl)(trimethoxy)silane N(C(=O)N)CCC[Si](OC)(OC)OC